BrC=1C=C(C=NC1)NC(=O)C1=CN=C(N1)C1=CC=CC=C1 N-(5-bromopyridin-3-yl)-2-phenyl-1H-imidazole-5-carboxamide